FC=1C=C2C(=NN(C2=CC1C1CC(C1)=O)C)N1C(NC(CC1)=O)=O 1-[5-fluoro-1-methyl-6-(3-oxocyclobutyl)indazol-3-yl]hexahydropyrimidine-2,4-dione